3-methylcyclopropane-1-carboxylate CC1CC1C(=O)[O-]